benzyl N-(tert-butoxycarbonyl)-N-methylglycyl-N-methylglycinate C(C)(C)(C)OC(=O)N(CC(=O)N(CC(=O)OCC1=CC=CC=C1)C)C